FC1=CC=C(C=C1)C1(CC(C1)=O)C(=O)OC methyl 1-(4-fluorophenyl)-3-oxocyclobutanecarboxylate